1-((6-methylpyridin-3-yl)methyl)-1H-1,2,4-triazole-3-carboxamide CC1=CC=C(C=N1)CN1N=C(N=C1)C(=O)N